3-((2-(1H-pyrrolo[2,3-b]pyridin-3-yl)pyrimidin-4-yl)amino)-1-(methylsulfonyl)azetidine-3-carboxylic acid N1C=C(C=2C1=NC=CC2)C2=NC=CC(=N2)NC2(CN(C2)S(=O)(=O)C)C(=O)O